FC1=C(C=CC2=C1C(=C(O2)C)C(=O)O)OCC=2C(=NC=CC2)C(F)(F)F 4-fluoro-2-methyl-5-((2-(trifluoromethyl)pyridin-3-yl)methoxy)benzofuran-3-carboxylic acid